(2S,3R,4R,5S,6R)-2-[3-(2,3-dihydro-1,4-benzodioxin-6-oxy)-4-methoxyphenyl]-6-(Hydroxymethyl)oxane-3,4,5-triol O1CCOC2=C1C=CC(=C2)OC=2C=C(C=CC2OC)[C@@H]2O[C@@H]([C@H]([C@@H]([C@H]2O)O)O)CO